CC1=NOC(=C1C=1C=C2C(=NC1)N(C=C2C2=C(C=C(C(=O)O)C=C2F)F)C(C)C2=NC=CC=C2)C 4-(5-(3,5-dimethylisoxazol-4-yl)-1-(1-(pyridin-2-yl)ethyl)-1H-pyrrolo[2,3-b]pyridin-3-yl)-3,5-difluorobenzoic acid